FC=1C(=C(C(=O)NOCCNC(=O)OC(C)(C)C)C=CC1F)NC1=C(C=C(C=C1)I)F 3,4-Difluoro-2-(2-fluoro-4-iodophenylamino)-N-{2-(tertbutoxycarbonylamino)ethoxy}benzamide